3,7-dihydroxy-2-phenyl-4H-chromen-4-one OC1=C(OC2=CC(=CC=C2C1=O)O)C1=CC=CC=C1